2-(2-(((3-chloro-2-fluorophenyl)amino)-2-oxoacetylamino)-3-phenylpropionamido)benzoic acid tert-butyl ester C(C)(C)(C)OC(C1=C(C=CC=C1)NC(C(CC1=CC=CC=C1)N(C(C=O)=O)NC1=C(C(=CC=C1)Cl)F)=O)=O